FC1=C(C(=CC2=CC=C(C=C12)OCCCN1N=CC=C1)O)N1CC(NS1(=O)=O)=O 5-{1-fluoro-3-hydroxy-7-[3-(1H-pyrazol-1-yl)propoxy]naphthalen-2-yl}-1λ6,2,5-thiadiazolidine-1,1,3-trione